NC([C@H](CO)NC(=O)C1=C(OC2=C1C=C(C=C2)OCC2=NC=CC=C2C(F)F)C)=O (S)-N-(1-amino-3-hydroxy-1-oxopropan-2-yl)-5-((3-(difluoromethyl)pyridin-2-yl)methoxy)-2-methylbenzofuran-3-carboxamide